5-{2-amino-[1,2,4]triazolo[1,5-a]pyridin-7-yl}-N-{1-[2-fluoro-5-(trifluoromethoxy)phenyl]ethyl}-2-methylpyridine-3-carboxamide NC1=NN2C(C=C(C=C2)C=2C=C(C(=NC2)C)C(=O)NC(C)C2=C(C=CC(=C2)OC(F)(F)F)F)=N1